ClCC1=NC(=NO1)C1C2CN(CC12)C1=CC=CC=C1 5-(chloromethyl)-3-(3-phenyl-3-azabicyclo[3.1.0]hexane-6-yl)-1,2,4-oxadiazole